C(C)(C)N1C(=NC=C1)S(=O)(=O)NC=1C=CC=C2C=CC=NC12 1-isopropyl-N-(quinolin-8-yl)-1H-imidazole-2-sulfonamide